C(CCCCC)OC=O Hexylformat